BrC1=C(C=C(C(=C1)[N+](=O)[O-])OC(F)(F)F)F 1-bromo-2-fluoro-5-nitro-4-(trifluoromethoxy)benzene